N-[(6-Amino-2-pyridyl)sulfonyl]-5-[3-(cyclopentoxy)-5-methylphenyl]-2-(2,2,4-trimethylpyrrolidin-1-yl)pyridin-3-carboxamid NC1=CC=CC(=N1)S(=O)(=O)NC(=O)C=1C(=NC=C(C1)C1=CC(=CC(=C1)C)OC1CCCC1)N1C(CC(C1)C)(C)C